cyanomethylene phosphate P1(=O)(OC(C#N)O1)[O-]